mono-3-hexenyl maleate C(\C=C/C(=O)[O-])(=O)OCCC=CCC